BrC1=NC=C(C=C1OC1CC1)C1CC1 2-bromo-3-cyclopropoxy-5-cyclopropylpyridine